2-pyridinecarboxamidine hydrogen chloride Cl.N1=C(C=CC=C1)C(=N)N